O=C1N(CCC(N1)=O)C=1C=C2C(=NC1)N(C=C2C)C2CC1(CC(C1)CN1CCN(CC1)C(=O)OC(C)(C)C)C2 tert-Butyl 4-(((2S,4s,6S)-6-(5-(2,4-dioxotetrahydropyrimidin-1(2H)-yl)-3-methyl-1H-pyrrolo[2,3-b]pyridin-1-yl)spiro[3.3]heptan-2-yl)methyl)piperazine-1-carboxylate